NC1=CC(=C(C2=C1C(N1C(CO2)CN(CC1)C(=O)OC(C)(C)C)=O)Cl)C1=C2C=NNC2=CC=C1C tert-Butyl 7-amino-10-chloro-9-(5-methyl-1H-indazol-4-yl)-6-oxo-3,4,12,12a-tetrahydro-1H-benzo[f]pyrazino[2,1-c][1,4]oxazepine-2(6H)-carboxylate